C(C(C)C)(NC(=O)N)NC(=O)N iso-butylidenediurea